N1=CC=C(C=C1)C=CC1=CC=NC=C1 1,2-di(4-pyridyl)ethene